2-chloro-6-(1-methylcyclopropyl)furo[2,3-b]pyrazine ClC=1N=C2C(=NC1)OC(=C2)C2(CC2)C